BrC1=CC(=C(C=C1C)NC=O)OC(F)(F)F N-[4-bromo-5-methyl-2-(trifluoromethoxy)phenyl]carboxamide